C1(CCCCC1)N(C(C=N[C@H](CO)C)=CN(C1CCCCC1)C1CCCCC1)C1CCCCC1 (S)-2-((2,3-bis(dicyclohexylamino)prop-2-en-1-ylidene)amino)propan-1-ol